4-pyridazin-3-yl-6-thioxo-pyridazin-1-yl propanoate C(CC)(=O)ON1N=CC(=CC1=S)C=1N=NC=CC1